ClC1=CC=C(CN2[C@]3(CCN(C3)C3=NC=C(C=C3)C)C(N(CC2=O)C(C)C)=O)C=C1 (S)-6-(4-chlorobenzyl)-9-isopropyl-2-(5-methylpyridin-2-yl)-2,6,9-triazaspiro[4.5]decane-7,10-dione